C1(CC1)C=1OC2=C(N1)C=CC=C2N[C@@H]2[C@H](COC1=CC=CC=C21)N2C[C@H](OCC2)C 2-CYCLOPROPYL-N-((3R,4S)-3-((R)-2-METHYLMORPHOLINO)CHROMAN-4-YL)BENZO[D]OXAZOL-7-AMINE